N[C@@](CC(=O)OC)(C)C1=C(C(=CC(=C1)C)C=O)O METHYL (3R)-3-AMINO-3-(3-FORMYL-2-HYDROXY-5-METHYLPHENYL)BUTANOATE